N-(5-cyclopentyl-3-fluoro-2-pyridyl)-2-[[4-(2-methoxyethyl)-1,2,4-triazol-3-yl]sulfanyl]-5-nitro-benzamide C1(CCCC1)C=1C=C(C(=NC1)NC(C1=C(C=CC(=C1)[N+](=O)[O-])SC1=NN=CN1CCOC)=O)F